tert-Butyl 4-[[3-(4-tert-butoxy-1-cyano-4-oxo-butyl)-N-methyl-anilino]methyl]piperidine-1-carboxylate C(C)(C)(C)OC(CCC(C#N)C=1C=C(N(C)CC2CCN(CC2)C(=O)OC(C)(C)C)C=CC1)=O